tert-Butyl ((1R,4r)-4-((((1R,3R,5S)-3-(5-(oxetan-3-yl)isoxazole-3-carboxamido)-8-azabicyclo[3.2.1]octan-8-yl)sulfonyl)methyl)cyclohexyl)carbamate O1CC(C1)C1=CC(=NO1)C(=O)NC1C[C@H]2CC[C@@H](C1)N2S(=O)(=O)CC2CCC(CC2)NC(OC(C)(C)C)=O